FC(C(=O)[O-])(F)F.C(CCCCCCCC)(=O)OCC(CC(=O)OCC[NH2+]CCOC(CC(COC(CCCCCCCC)=O)COC(CCCCCCCC)=O)=O)COC(CCCCCCCC)=O bis(2-((4-(Nonanoyloxy)-3-((nonanoyloxy)methyl)butanoyl)oxy)ethyl)ammonium trifluoroacetate